tert-butyl 4-((2-carbamoyl-4-fluorophenyl) carbamoyl)-2-azabicyclo[2.1.1]hexane-2-carboxylate C(N)(=O)C1=C(C=CC(=C1)F)NC(=O)C12CN(C(C1)C2)C(=O)OC(C)(C)C